2,2-dimethylacetophenone CC(C(=O)C1=CC=CC=C1)C